S(=O)(O)O.CC=1SC=C(C1O)O 2-methyl-3,4-dihydroxythiophene sulfite